methyl (E)-3-(3,4-dimethoxyphenyl)acrylate COC=1C=C(C=CC1OC)/C=C/C(=O)OC